N-[2-(4-amino-1-piperidyl)-2-oxo-ethyl]-2-chloro-4-[[3-[1-(cyanomethyl)-3-(trifluoromethyl)pyrazol-4-yl]imidazo[1,2-a]pyrazin-8-yl]amino]benzamide formate C(=O)O.NC1CCN(CC1)C(CNC(C1=C(C=C(C=C1)NC=1C=2N(C=CN1)C(=CN2)C=2C(=NN(C2)CC#N)C(F)(F)F)Cl)=O)=O